3-(((3-((Acetylthio)methyl)-1-methyl-1H-pyrazol-5-yl)methyl)thio)-6-fluoronaphthalen-1-yl acetate C(C)(=O)OC1=CC(=CC2=CC(=CC=C12)F)SCC1=CC(=NN1C)CSC(C)=O